N1=CC(=CC=C1)C1=NN=C(O1)C12CC3(CC(CC(C1)C3)C2)NC(=O)C2=NC=CC=C2 Pyridine-2-carboxylic acid [3-(5-pyridin-3-yl-[1,3,4]oxadiazol-2-yl)-adamantan-1-yl]-amide